C(C1=CC=CC=C1)N1CCC(CC1)(O)C=1C(=C2C(N(C(C2=CC1)=O)C1C(NC(CC1)=O)=O)=O)F 5-(1-benzyl-4-hydroxypiperidin-4-yl)-2-(2,6-dioxopiperidin-3-yl)-4-fluoroisoindoline-1,3-dione